C(C=C)[C@]1(C(N(CCN(C1)C(=O)OC(C)(C)C)C(C1=CC=C(C=C1)C(F)(F)F)=O)=O)C tert-butyl (R)-6-allyl-6-methyl-5-oxo-4-(4-(trifluoromethyl)benzoyl)-1,4-diazepane-1-carboxylate